(R*)-2-(5-Chloro-3-methyl-1H-pyrazol-4-yl)-6-(4-ethyl-3-(hydroxymethyl)-5-oxo-4,5-dihydro-1H-1,2,4-triazol-1-yl)-7-fluoro-4-(prop-1-en-2-yl)-3,4-dihydroisoquinolin-1(2H)-one ClC1=C(C(=NN1)C)N1C(C2=CC(=C(C=C2[C@H](C1)C(=C)C)N1N=C(N(C1=O)CC)CO)F)=O |o1:15|